2-(4,4-difluoropiperidin-1-yl)-3-fluoro-5-nitropyridine FC1(CCN(CC1)C1=NC=C(C=C1F)[N+](=O)[O-])F